ClC=1C=C2CC3=C(NN(CO3)C(=O)N(C3=CC=C(C=C3)OC(F)(F)F)C(=O)OC)C2=CC1 7-chloro-2,5-dihydro-2-[[N-(methoxycarbonyl)-N-[4-(trifluoromethoxy)phenyl]amino]carbonyl]indeno[1,2-e][1,3,4]oxadiazine